16-{6-[(phenylcarbonyl)amino]-9H-purin-9-yl}-2,4,7,10,12,15-hexaoxa-3,11-diphosphatricyclo[12.2.1.16,9]octadecane-3-thiolate 3-oxide 11-sulfide C1(=CC=CC=C1)C(=O)NC1=C2N=CN(C2=NC=N1)C1OC2COP(OC3COC(COP(OC1C2)([S-])=O)C3)=S